6-[2-(2-Bromo-5-fluoro-7-methyl-benzo[b]thiophen-3-yl)-ethylamino]-pyrimidin BrC1=C(C2=C(S1)C(=CC(=C2)F)C)CCNC2=CC=NC=N2